2-(5,6-dimethoxy-2H-benzotriazol-2-yl)-6-(1,1-dimethylethyl)-4-(3-hydroxypropoxy)phenol COC1=CC=2C(=NN(N2)C2=C(C(=CC(=C2)OCCCO)C(C)(C)C)O)C=C1OC